tert-butyl N-[(1R)-2-[benzyl(trimethylsilylmethyl)amino]-1-methyl-2-oxo-ethyl]carbamate C(C1=CC=CC=C1)N(C([C@@H](C)NC(OC(C)(C)C)=O)=O)C[Si](C)(C)C